Cl.C1(CCCCC1)C(=O)O cyclohexane-1-carboxylic acid, hydrochloride